(S,E)-N-(1-(6-chloro-5-fluoro-1-(oxetan-3-yl)-1H-pyrrolo[2,3-b]pyridin-3-yl)-2,2-difluoroethylidene)-2-methylpropane-2-sulfinamide ClC1=C(C=C2C(=N1)N(C=C2/C(/C(F)F)=N\[S@@](=O)C(C)(C)C)C2COC2)F